C1(=CC=C(C=C1)C1=NOC2=C1C(C1=C(C2=O)C=CS1)=O)C 3-(p-tolyl)thieno[3',2':4,5]benzo[1,2-d]isoxazole-4,8-dione